3-(6-(((tert-butyldimethylsilyl)oxy)methyl)pyrimidin-4-yl)-6-((2R,4S)-4-fluoro-2-(5-fluoro-2-methoxyphenyl)pyrrolidin-1-yl)imidazo[1,2-b]pyridazine [Si](C)(C)(C(C)(C)C)OCC1=CC(=NC=N1)C1=CN=C2N1N=C(C=C2)N2[C@H](C[C@@H](C2)F)C2=C(C=CC(=C2)F)OC